COCC1=C(C(=O)O)C=CC=N1 (methoxymethyl)nicotinic acid